5-{(2R)-2-[(butylamino)methyl]-4-fluoro-6-hydroxy-2,3-dihydro-1-benzofuran-5-yl}-1λ6,2,5-thiadiazolidine-1,3-dione C(CCC)NC[C@@H]1OC2=C(C1)C(=C(C(=C2)O)N2CC(N[SH2]2=O)=O)F